succinic acid, diMethyl ester C(CCC(=O)OC)(=O)OC